methyl 6-bromo-5-chloroimidazo[1,5-a]pyrazine-1-carboxylate BrC=1N=CC=2N(C1Cl)C=NC2C(=O)OC